2-bromo-7-(1-pyrazol-1-ylethyl)-12-oxa-3-thia-6-azatricyclo[6.4.1.04,13]trideca-1,4(13),7-trien-5-one BrC1=C2OCCCC3=C(NC(C(S1)=C23)=O)C(C)N2N=CC=C2